FC(C(=O)O[Si](C)(C)C)(S(=O)(=O)O)F Trimethylsilyl 2,2-difluoro-2-sulfoacetate